2-chloro-4-fluoro-6-cyanoquinoline ClC1=NC2=CC=C(C=C2C(=C1)F)C#N